ClC=1C=C(C(=NC1)OC1=CC=C(C=C1)N1N=CC(=N1)CC(CC(=O)OCC)=O)F ethyl 4-(2-(4-((5-chloro-3-fluoropyridin-2-yl) oxy) phenyl)-2H-1,2,3-triazol-4-yl)-3-oxobutanoate